ClC=1C(=C(C=CC1)C=C(C#N)C=1C=NC(=CC1Cl)C(F)(F)F)F 3-(3-chloro-2-fluorophenyl)-2-(4-chloro-6-(trifluoromethyl)pyridin-3-yl)acrylonitrile